methyl 4-(4-{2-[(tert-Butoxycarbonyl) amino] ethyl} piperidin-1-yl)-1-{[2-(trimethylsilyl) ethoxy] methyl}-1H-indazole-6-carboxylate C(C)(C)(C)OC(=O)NCCC1CCN(CC1)C1=C2C=NN(C2=CC(=C1)C(=O)OC)COCC[Si](C)(C)C